(S)-3-((S)-4-(3-chloro-4-(9-(5-chloro-2-methoxybenzyl)-6-(1-methylcyclopropoxy)-9H-purin-8-yl)phenoxy)-2-methylbutanoyl)-4-isopropyloxazolidin-2-one ClC=1C=C(OCC[C@@H](C(=O)N2C(OC[C@@H]2C(C)C)=O)C)C=CC1C=1N(C2=NC=NC(=C2N1)OC1(CC1)C)CC1=C(C=CC(=C1)Cl)OC